(S)-N-(piperidin-3-yl)-10-(1H-1,2,3-triazol-5-yl)-5,6,7,8-tetrahydropyrimido[4',5':3,4]cyclohepta[1,2-b]indol-2-amine N1C[C@H](CCC1)NC=1N=CC2=C(C3=C(NC=4C=C(C=CC34)C3=CN=NN3)CCC2)N1